tert-butyl 4-(3-(1-cyano-2-ethoxy-2-oxoethyl)-4-nitrophenyl)piperazine-1-carboxylate C(#N)C(C(=O)OCC)C=1C=C(C=CC1[N+](=O)[O-])N1CCN(CC1)C(=O)OC(C)(C)C